(S,R) or (S,S)-N'-((3-fluoro-1,2,3,5,6,7-hexahydrodicyclopenta[b,e]pyridin-8-yl)carbamoyl)-2-(2-hydroxypropan-2-yl)thiazole-5-sulfonimidamide F[C@@H]1CCC=2C1=NC1=C(C2NC(=O)N=[S@@](=O)(N)C2=CN=C(S2)C(C)(C)O)CCC1 |o1:1|